CC([C@@H](C(=O)N1[C@@H](C[C@H](C1)O)C(=O)OC)NC(CN1CCNCC1)=O)(C)C methyl (2S,4R)-1-[(2S)-3,3-dimethyl-2-[(2-piperazin-1-ylacetyl)amino]butanoyl]-4-hydroxy-pyrrolidine-2-carboxylate